C1([C@H](O)[C@H](O)[C@@H](O)[C@@H](O1)C)C(C(C(=O)[O-])(C(C(CCCCCCCC)O)=O)C1[C@H](O)[C@H](O)[C@@H](O)[C@@H](O1)C)(CCCCCCCCC)O L-rhamnosyl-L-rhamnosyl-β-hydroxydecanoyl-β-hydroxydodecanoate